ClC1=NC2=CC=CC=C2C=C1NC(OC1=CC=C(C=C1)[N+](=O)[O-])=O 4-nitrophenyl N-(2-chloroquinolin-3-yl)carbamate